ClC1=CC(=C(OCCOCCOCCOCCOCCOCCNC(OC(C)(C)C)=O)C=C1)C1=CC=C2C(=CN=NC2=C1)NCC1=C(C=C(C=C1)OC)OC tert-butyl N-[2-[2-[2-[2-[2-[2-[4-chloro-2-[4-[(2,4-dimethoxyphenyl)methylamino]cinnolin-7-yl]phenoxy]ethoxy]ethoxy]ethoxy]ethoxy]ethoxy]ethyl]carbamate